COC=1C=CC2=C(C(=N[C@@H](C(N2C)=O)NC([C@@H]([C@@H](C(=O)N)CCC(F)(F)F)CCC(F)(F)F)=O)C2=CC=CC=C2)C1 (2R,3S)-N-((3S)-7-methoxy-1-methyl-2-oxo-5-phenyl-2,3-dihydro-1H-1,4-benzodiazepin-3-yl)-2,3-bis(3,3,3-trifluoropropyl)succinamide